C(C)(C)(C)C1=C(OCCCC(=O)O)C=CC(=C1)C(C)(C)C 4-(2,4-di-tert-butylphenoxy)butyric acid